C(C=C)(=O)OCCOC1=C(C=CC=C1)C o-methylphenoxyethyl acrylate